ClC1=NC(=CC(=C1)[C@H]1[C@@H](N(CCO1)C(=O)OC(C)(C)C)C)C1=NC=NC(=C1)C(NC)=O trans-tert-butyl 2-(2-chloro-6-(6-(methylcarbamoyl)pyrimidin-4-yl)pyridin-4-yl)-3-methylmorpholine-4-carboxylate